(isocyanatomethyl)benzene N(=C=O)CC1=CC=CC=C1